FC=1C=C(C=CC1)N1C=C(C=2C=NC=CC21)I (3-fluorophenyl)-3-iodo-1H-pyrrolo[3,2-c]pyridine